aminodithiol NC1SSC=C1